BrCC1=CC(=NO1)C 5-(bromomethyl)-3-methylisoxazole